The molecule is a branched mannooligosaccharide comprised of eight alpha-D-mannose residues arrangedin the configuration shown. It has a role as an epitope. It is a mannooligosaccharide and an octasaccharide. C([C@@H]1[C@H]([C@@H]([C@@H]([C@H](O1)O[C@H]2[C@@H]([C@H](O[C@@H]([C@H]2O)OC[C@@H]3[C@H]([C@@H]([C@@H]([C@H](O3)O)O)O[C@@H]4[C@H]([C@H]([C@@H]([C@H](O4)CO)O)O)O[C@@H]5[C@H]([C@H]([C@@H]([C@H](O5)CO)O)O)O[C@@H]6[C@H]([C@H]([C@@H]([C@H](O6)CO)O)O)O)O)CO[C@@H]7[C@H]([C@H]([C@@H]([C@H](O7)CO)O)O)O[C@@H]8[C@H]([C@H]([C@@H]([C@H](O8)CO)O)O)O)O)O)O)O)O